CC(C)[C@@]1(C(=O)NC(=N1)C2=C(C=C(C=N2)COC)C(=O)O)C The molecule is the (R)-enantiomer of 5-(methoxymethyl)-2-[4-methyl-5-oxo-4-(propan-2-yl)-4,5-dihydro-1H-imidazol-2-yl]pyridine-3-carboxylic acid. It is a conjugate acid of a (R)-imazamox(1-). It is an enantiomer of a (S)-imazamox.